3-(5-(((1S,2S)-2-(3-morpholinoazetidin-1-yl)cyclohexyl)oxy)-1-oxoisoindolin-2-yl)piperidine-2,6-dione O1CCN(CC1)C1CN(C1)[C@@H]1[C@H](CCCC1)OC=1C=C2CN(C(C2=CC1)=O)C1C(NC(CC1)=O)=O